N1C=CC2=C1CC(N2)=O pyrrolopyrrolidone